4,4'-butylidene-bis(3-methyl-6-t-butyl-Phenol) C(CCC)(C1=C(C=C(C(=C1)C(C)(C)C)O)C)C1=C(C=C(C(=C1)C(C)(C)C)O)C